C(C(C)(C)C)N1N=CC(=C1C(F)(F)F)N 1-neopentyl-5-(trifluoromethyl)-1H-pyrazol-4-amine